5,6-Dihydro-8H-imidazo[5,1-c][1,4]oxazine C=1N=CN2C1COCC2